Cl.N[C@@H]([C@H](C)C1=C(C(=CC=C1F)C)C)C1=NNC(O1)=O 5-((1S,2R)-1-Amino-2-(6-fluoro-2,3-dimethylphenyl)propyl)-1,3,4-oxadiazol-2(3H)-one Monohydrochloride